COC(=O)C=1C=NC(=CC1Cl)N1N=C(C=C1)OCCC1(CC1)C(F)(F)F 6-(3-(2-(1-(trifluoromethyl)cyclopropyl)ethoxy)-1H-pyrazol-1-yl)-4-chloropyridine-3-carboxylic acid methyl ester